[Cl-].ClC=1C=C(C=CC1Cl)[C@@]1(CN(CCC1)C(CC1=CC(=CC=C1)OOOC)=O)CC[N+]12CCC(CC1)(CC2)C2=CC=CC=C2 1-[2-[(3S)-3-(3,4-Dichlorophenyl)-1-[2-[3-(1-methyltrioxy)phenyl]acetyl]-3-piperidinyl]ethyl]-4-phenyl-1-azoniabicyclo[2.2.2]octane chloride